OC[C@H](C)NC(=N)N (S)-1-(1-hydroxy-propan-2-yl)guanidine